tert-butyl (R)-3-(3-(3-(trifluoromethyl)-4-((4-(trifluoromethyl)benzyl)oxy)phenyl)-1,2,4-oxadiazol-5-yl)piperidine-1-carboxylate FC(C=1C=C(C=CC1OCC1=CC=C(C=C1)C(F)(F)F)C1=NOC(=N1)[C@H]1CN(CCC1)C(=O)OC(C)(C)C)(F)F